tert-butyl (2-(4-((1H-indazol-5-yl)amino)-5-fluoropyrimidin-2-yl)-2-azabicyclo[2.2.1]heptan-5-yl)carbamate N1N=CC2=CC(=CC=C12)NC1=NC(=NC=C1F)N1C2CC(C(C1)C2)NC(OC(C)(C)C)=O